7-((3R,5S)-1-propenoyl-5-methylpyrrolidin-3-yl)-4-amino-N-((R)-1-(2,4-difluorophenyl)ethyl)-6-(prop-1-yn-1-yl)-7H-pyrrolo[2,3-d]pyrimidine-5-carboxamide C(C=C)(=O)N1C[C@@H](C[C@@H]1C)N1C(=C(C2=C1N=CN=C2N)C(=O)N[C@H](C)C2=C(C=C(C=C2)F)F)C#CC